CC1(CC(=CC=C1N)C1=CC=C(C=C1)N)C 3,3-dimethyl-4,4'-diaminobiphenyl